(1R,2R,3S)-N-{3-fluoro-4-[(6-(methyloxy)-7-{[3-(4-methylpiperazin-1-yl)propyl]oxy}quinazolin-4-yl)oxy]phenyl}-N'-(4-fluorophenyl)-2,3-dimethylcyclopropane-1,1-dicarboxamide FC=1C=C(C=CC1OC1=NC=NC2=CC(=C(C=C12)OC)OCCCN1CCN(CC1)C)NC(=O)C1([C@@H]([C@@H]1C)C)C(=O)NC1=CC=C(C=C1)F